CS(=O)(=O)OC1C(CN(CC1)CC1=C2C(N(C(C2=CC=C1)=O)C1C(NC(CC1)=O)=O)=O)F 1-((2-(2,6-dioxopiperidin-3-yl)-1,3-dioxoisoindolin-4-yl)methyl)-3-fluoropiperidin-4-yl methanesulfonate